2-cyclopropoxy-5-iodo-4,6-dimethoxypyrimidine C1(CC1)OC1=NC(=C(C(=N1)OC)I)OC